C(C)(C)(C)OC(NC1=C2CN(C(C2=CC=C1)=O)C1C(N(C(CC1)=O)CCCC)=O)=O (2-(1-butyl-2,6-dioxopiperidin-3-yl)-1-oxoisoindolin-4-yl)carbamic acid tert-butyl ester